1,4-cyclohexanedicarboxylate C1(CCC(CC1)C(=O)[O-])C(=O)[O-]